di(pentadecan-7-yl) 3,3'-((((2-hydroxyethyl)azanediyl)bis(propane-3,1-diyl))bis(oxy))dipropionate OCCN(CCCOCCC(=O)OC(CCCCCC)CCCCCCCC)CCCOCCC(=O)OC(CCCCCC)CCCCCCCC